ClC1=CC(=CC2=C1OCC(N2)=O)CC=2C(NC1=CC=CC=C1C2)=O 8-Chloro-6-((2-oxo-1,2-dihydroquinolin-3-yl)methyl)-2H-benzo[b][1,4]oxazin-3(4H)-one